2,2,4,4,6-pentakis(aziridin-1-yl)-6-piperidin-1-yl-1,3,5-triaza-2λ5,4λ5,6λ5-triphosphacyclohexa-1,3,5-triene N1(CC1)P1(=NP(=NP(=N1)(N1CC1)N1CC1)(N1CCCCC1)N1CC1)N1CC1